tert-Butyl (1-((S)-1-(2-((1R,5S)-2-oxo-3-azabicyclo[3.1.0]hexan-3-yl)pyrimidin-5-yl)ethyl)-1H-pyrazol-4-yl)carbamate O=C1[C@@H]2C[C@@H]2CN1C1=NC=C(C=N1)[C@H](C)N1N=CC(=C1)NC(OC(C)(C)C)=O